O=C1OC(CC1C#N)C(F)(F)F 2-oxo-5-(trifluoromethyl)tetrahydrofuran-3-carbonitrile